FC1=CC=CC(=N1)NC(CC[C@H]/1C2C3CCC=4C=CC=CC4C3CC[C@@]2(C(\C1=C/O)=O)C)=O N-(6-fluoropyridin-2-yl)-3-((13S,15S,Z)-16-(hydroxymethylene)-13-methyl-17-oxo-7,8,9,11,12,13,14,15,16,17-decahydro-6H-cyclopenta[a]phenanthren-15-yl)propanamide